4-(1-isopropyl-4-(trifluoromethyl)-1H-imidazol-2-yl)phenol C(C)(C)N1C(=NC(=C1)C(F)(F)F)C1=CC=C(C=C1)O